O=C1C2(CCN(C2)C2=NC=C(C=N2)C=2CCN(CC2)C(=O)OC(C)(C)C)CCCC(N1)=O tert-Butyl 4-[2-(6,8-dioxo-2,7-diazaspiro[4.6]undecan-2-yl)pyrimidin-5-yl]-3,6-dihydro-2H-pyridine-1-carboxylate